C(CCC)O[Sn](OCCCC)(OCCCC)OCCCC tetrabutyloxytin